(R)-8-hydroxy-7-iodo-3-methylisochroman-1-one OC=1C(=CC=C2C[C@H](OC(C12)=O)C)I